FC1(CCC(CC1)C(C=1OC2=C(N1)C=C(C=C2)C(COC)N2C(NC(=C2)C)=O)C=2C(=NON2)C(=O)N)F ((4,4-difluorocyclohexyl)(5-(2-methoxy-1-(4-methyl-2-oxo-2,3-dihydro-1H-imidazol-1-yl)ethyl)benzo[d]oxazol-2-yl)methyl)-1,2,5-oxadiazole-3-carboxamide